6-methoxy-N-(4-methylphenyl)-2-(4-pyridyl)-5-(trifluoromethyl)-4-pyrimidinamine COC1=C(C(=NC(=N1)C1=CC=NC=C1)NC1=CC=C(C=C1)C)C(F)(F)F